Chromene-4,6(7H)-dione O1C=CC(C2=CC(CC=C12)=O)=O